(R)-5-((dimethylamino)methyl)-1-((4-hydroxy-1-(3-phenylbutyryl)piperidine-4-Yl)methyl)-4-phenylpyridin-2(1H)-one CN(C)CC=1C(=CC(N(C1)CC1(CCN(CC1)C(C[C@@H](C)C1=CC=CC=C1)=O)O)=O)C1=CC=CC=C1